2-((5-(2-(6-(dimethylamino)-2-methylhex-3-yl)-2,6-diazaspiro[3.4]oct-6-yl)-1,2,4-triazin-6-yl)oxy)-5-fluoro-N,N-diisopropylbenzamide CN(CCCC(C(C)C)N1CC2(C1)CN(CC2)C=2N=CN=NC2OC2=C(C(=O)N(C(C)C)C(C)C)C=C(C=C2)F)C